TriMethyl-aluminum C[Al](C)C